(R)-(1-azido-3-cyclopropylprop-2-yl)carbamic acid tert-butyl ester C(C)(C)(C)OC(N[C@@H](CN=[N+]=[N-])CC1CC1)=O